(S)-ethyl 3-amino-3-(2',6'-dimethylbiphenyl-3-yl)propanoate N[C@@H](CC(=O)OCC)C=1C=C(C=CC1)C1=C(C=CC=C1C)C